(2-fluoro-4-isopropyl-3,5-dimethoxyphenyl)methanol strontium [Sr].FC1=C(C=C(C(=C1OC)C(C)C)OC)CO